BrC=1C(=C(C=NC1)[C@H]1N(C[C@@H](C1)O)C(=O)OC(C)(C)C)O tert-butyl (2S,4R)-2-(5-bromo-4-hydroxypyridin-3-yl)-4-hydroxypyrrolidine-1-carboxylate